(5-(5-(trifluoromethoxy)pyridin-2-yl)-1,3,4-oxadiazol-2-yl)methanone FC(OC=1C=CC(=NC1)C1=NN=C(O1)C=O)(F)F